ClC=1C=NC(=NC1)[C@H]([C@H](C)S(=O)(=O)NC1=NN=C(N1C=1C(=NC=NC1OC)OC)COCC(F)(F)F)OC (1R,2S)-1-(5-chloropyrimidin-2-yl)-N-(4-(4,6-dimethoxypyrimidin-5-yl)-5-((2,2,2-trifluoroethoxy)methyl)-4H-1,2,4-triazol-3-yl)-1-methoxypropane-2-sulfonamide